BrC1=C(C#N)C=CC(=C1F)OCCCO[Si](C)(C)C(C)(C)C 2-bromo-4-(3-((tert-butyldimethylsilyl)oxy)propoxy)-3-fluorobenzonitrile